C(C)C1CC(CC(C1)N(C)C)NC(C(=O)C(F)(F)F)C1=CC=CC=C1 (2-ethyl-4-dimethylamino-6-cyclohexylamino)phenyltrifluoromethyl-ethanone